(7-methyl-1H-indol-2-yl)(1,3,4,5-tetrahydro-2H-2-benzazepin-2-yl)methanone CC=1C=CC=C2C=C(NC12)C(=O)N1CC2=C(CCC1)C=CC=C2